ClC1=C(C(=CC=C1)C1=NC2=C(N1)C=CC(=C2)O)C=2C(=CC(=CC2)C(N[C@H](CCC)C2=CC=CC=C2)=O)C(=O)O (S)-2'-chloro-6'-(5-hydroxy-1H-1,3-benzodiazol-2-yl)-4-{[(1R)-1-phenylbutyl]carbamoyl}-[1,1'-biphenyl]-2-carboxylic acid